2-{9-[(1R,2r)-2-hydroxycyclohexyl]-4-methyl-6,7,8,9-tetrahydro-5H-pyridazino[3,4-e][1,4]diazepin-3-yl}-5-(trifluoromethyl)phenol O[C@H]1[C@@H](CCCC1)N1CCNCC2=C1N=NC(=C2C)C2=C(C=C(C=C2)C(F)(F)F)O